COC1=C(C=CC=C1)N1CCN(CC1)CCCCNC(=O)N1CC=2C(CC1)=CN(N2)C N-(4-(4-(2-Methoxyphenyl)piperazin-1-yl)butyl)-2-methyl-2,4,5,7-tetrahydro-6H-pyrazolo[3,4-c]pyridine-6-carboxamide